C(#N)C1=C(C=C(C=C1)CONC(C=C)=O)C(F)(F)F N-[4-cyano-3-(trifluoromethyl)phenyl]methyloxyacrylamide